C1NCC12CCN(CC2)CC2CCN(CC2)C=2C=NN(C2)C2(CCC2)C(=O)NC2=C(C=C(C=C2)C(F)(F)F)Cl 1-(4-(4-((2,7-diazaspiro[3.5]nonan-7-yl)methyl)piperidin-1-yl)-1H-pyrazol-1-yl)-N-(2-chloro-4-(trifluoromethyl)phenyl)cyclobutane-1-carboxamide